2-(9-(4-hydroxybutyl)-3,9-diazaspiro[5.5]undecan-3-yl)propane-1,3-diyl bis(2-(cyclohexylmethyl)decanoate) C1(CCCCC1)CC(C(=O)OCC(COC(C(CCCCCCCC)CC1CCCCC1)=O)N1CCC2(CC1)CCN(CC2)CCCCO)CCCCCCCC